COC(C1=C(C=C(C=C1)C)Br)=O bromo-4-methylbenzoic acid methyl ester